4-[3-(2-amino-1-hydroxyethyl)pyrazol-1-yl]-3-(2-methyl-6-morpholin-4-ylpyrimidin-4-yl)oxybenzonitrile NCC(O)C1=NN(C=C1)C1=C(C=C(C#N)C=C1)OC1=NC(=NC(=C1)N1CCOCC1)C